CC1=NC(=CC(=C1S(=O)(=O)Cl)C)C(F)(F)F 2,4-dimethyl-6-(trifluoromethyl)pyridine-3-sulfonyl chloride